N1(CCCC1)S(=O)(=O)N1CCCC1 1-(pyrrolidin-1-sulfonyl)pyrrolidin